2-Amino-3-(2-fluorophenyl)propionic acid tert-butyl ester C(C)(C)(C)OC(C(CC1=C(C=CC=C1)F)N)=O